ClC1=CC=C(C(=N1)C(=O)OC)N[C@H](C)C=1C=C(C=C2C(N(C(=NC12)C(C(F)(F)F)(C)C)C)=O)C methyl (R)-6-chloro-3-((1-(3,6-dimethyl-4-oxo-2-(1,1,1-trifluoro-2-methylpropan-2-yl)-3,4-dihydroquinazolin-8-yl)ethyl)amino)picolinate